C(CCCCCCCC)C(C(=O)[O-])(C(=O)[O-])CCCCCCCCC.[Li+].[Na+] sodium lithium 2,2-dinonylmalonate